C(C)(C)(C)OC(=O)NC(C)(C)C1=CC=C2C(=N1)NC(=C2)C2=NC1=C(N2C)C(=CC(=C1)C(=O)OC)OC methyl 2-(6-(2-((tert-butoxycarbonyl)amino)propan-2-yl)-1H-pyrrolo[2,3-b]pyridin-2-yl)-7-methoxy-1-methyl-1H-benzo[d]imidazole-5-carboxylate